({3-[2-(methylcarbamoyl)pyrimidin-5-yl]phenyl}methyl)carbamic acid tert-butyl ester C(C)(C)(C)OC(NCC1=CC(=CC=C1)C=1C=NC(=NC1)C(NC)=O)=O